2-(4-Chloro-5-cyclopropyl-7H-pyrrolo[2,3-d]pyrimidin-7-yl)isonicotinonitrile ClC=1C2=C(N=CN1)N(C=C2C2CC2)C=2C=C(C#N)C=CN2